4-(4',4'-dimethyl-6-(5-methylisoxazole-3-carboxamido)-2',3',4',5'-tetrahydro-[1,1'-biphenyl]-3-yl)-1,1-dimethylazepan-1-ium CC1(CCC(=CC1)C1=CC(=CC=C1NC(=O)C1=NOC(=C1)C)C1CC[N+](CCC1)(C)C)C